C(\C=C/C(=O)O)(=O)O.C[Sn](CCCC)(CCCC)CCCC methyl-tributyl-tin maleate